5-bromo-2-hydroxy-6-methoxy-1-naphthaldehyde BrC1=C2C=CC(=C(C2=CC=C1OC)C=O)O